COCCOCCOS(=O)(=O)[O-].C(CCC)N1C=[N+](C=C1)C 1-butyl-3-methylimidazolium 2-(2-methoxyethoxy)ethyl-sulfate